C1(CCCCC1)NC=1C2=C(N=CC1C#CCNC1=CC=CC=C1)NC=C2 N-cyclohexyl-5-(3-(phenylamino)prop-1-yn-1-yl)-1H-pyrrolo[2,3-b]pyridin-4-amine